CN(C(=O)C1(CCCCC1)CNC(=O)C1=CC2=C(S1)CCCCCC2)C N-{[1-(dimethylcarbamoyl)cyclohexyl]methyl}-4H,5H,6H,7H,8H,9H-cycloocta[b]thiophene-2-carboxamide